O=C(CCC#N)N1CC(NC2=CC=CC=C12)=O 4-oxo-4-(3-oxo-3,4-dihydroquinoxalin-1(2H)-yl)butanenitrile